ClC1=NC=CC(=N1)NC1=CC(=C(C=C1)OCC1=CC=NC=C1)Cl 2-chloro-4-(3-chloro-4-(pyridin-4-ylmethoxy)phenylamino)pyrimidine